COC1=NC(=NN2C1=C(C=C2)C=2C=C1N=CC=NC1=CC2)NC2CC(C2)(N)C cis-N1-(4-Methoxy-5-(quinoxalin-6-yl)pyrrolo[2,1-f][1,2,4]triazin-2-yl)-3-methylcyclobutane-1,3-diamine